octahydro-2-methylcyclopenta[c]pyrrol CN1CC2C(C1)CCC2